C(C)(C)(C)C1=NN(C(=C1)NC(C1=CC(=C(C=C1)C)OC1CN(C1)C=1C=NN2C1C=NC=C2)=O)C N-(3-(tert-butyl)-1-methyl-1H-pyrazol-5-yl)-4-methyl-3-((1-(pyrazolo[1,5-a]pyrazin-3-yl)azetidin-3-yl)oxy)benzamide